(3-bromo-2-chlorophenyl)-2,2,2-trifluoroacetamide BrC=1C(=C(C=CC1)NC(C(F)(F)F)=O)Cl